NC1=CC=C(C=C1)OC(CCCC(=O)OC1=CC=C(C=C1)N)=O di(4-aminophenyl)pentane-1,5-dioate